propyl Boc-L-alaninate C(=O)(OC(C)(C)C)N[C@@H](C)C(=O)OCCC